C(C)C(C(=O)[O-])CCCC.C(C)C(C(=O)[O-])CCCC.C(C)C(C(=O)[O-])CCCC.[Ce+3] cerium (tris(2-ethylhexanoate))